(1r,4r)-N1-methyl-N1-(2,2,2-trifluoroethyl)cyclohexane-1,4-diamine CN(C1CCC(CC1)N)CC(F)(F)F